C(#C)C1=C2C=CC(=CC2=CC=C1F)CNC([O-])=O 5-ethynyl-6-fluoronaphthalen-2-ylmethylcarbamate